3-(4-(aminomethyl)-4-fluoropiperidin-1-yl)-6-((2,3-dichlorophenyl)thio)pyrazin-2(1H)-one NCC1(CCN(CC1)C=1C(NC(=CN1)SC1=C(C(=CC=C1)Cl)Cl)=O)F